(Z)-11-octadecenoic acid C(CCCCCCCCC\C=C/CCCCCC)(=O)O